OC=1C(=C(C(=O)C2=CC=C(C=C2)OC(C)(C)C)C=CC1OC)O dihydroxy-4-methoxy-4'-tert-butoxybenzophenone